N-(4-(4-aminobutyl)-1-phenyl-1H-imidazol-2-yl)-3-(1-((2-(trimethylsilyl)ethoxy)methyl)-1H-indazol-5-yl)benzamide NCCCCC=1N=C(N(C1)C1=CC=CC=C1)NC(C1=CC(=CC=C1)C=1C=C2C=NN(C2=CC1)COCC[Si](C)(C)C)=O